BrC=1C(=C(C=C(C1)C#N)C1=NC=CC=C1)O 2-(3-bromo-5-cyano-2-hydroxyphenyl)pyridine